6-((2,6-dimethylpyrimidin-4-yl)amino)-N-methylnicotinamide CC1=NC(=CC(=N1)NC1=NC=C(C(=O)NC)C=C1)C